3-chloro-5-(trifluoromethyl)pyrid-2-ylmethanamine ClC=1C(=NC=C(C1)C(F)(F)F)CN